O1N=C(C=C1)CC(=O)N1CC(C1)C1=NC(=NO1)C1=CC=CC=C1 2-(isoxazol-3-yl)-1-(3-(3-phenyl-1,2,4-oxadiazol-5-yl)azetidin-1-yl)ethan-1-one